N1(C2=C(OCCC1)N=C1C(=C2)C=CN1)C1=C(C(=O)O)C=CC(=C1)N1CC2(C1)CC(C2)N2[C@@H](CCC2)C2=C(C=CC=C2)C(C)C (S)-2-(3,4-dihydro-2H-pyrrolo[3',2':5,6]pyrido[2,3-b][1,4]oxazepin-1(7H)-yl)-4-(6-(2-(2-isopropylphenyl)pyrrolidin-1-yl)-2-azaspiro[3.3]heptan-2-yl)benzoic acid